C(C)(C)(C)OC(=O)NC1=NC=CC=C1B(O)O 2-(TERT-BUTOXYCARBONYLAMINO)PYRIDIN-3-YLBORONIC ACID